BrC1=CC(=CC=C1)C([2H])([2H])[2H] 1-bromo-3-(methyl-d3)benzene